CC1=C(C=CC(=C1C=1C=C2C(=NC1)NC(=C2)C=2C=NC(=CC2)N2CCN(CC2)C)C)O 2,4-dimethyl-3-(2-(6-(4-methylpiperazin-1-yl)pyridin-3-yl)-1H-pyrrolo[2,3-b]pyridin-5-yl)phenol